CC(C)(C)[S@@](=O)N[C@H](C)C=1C=C2C=CN(C2=CC1)C(=O)C1CCOCC1 (R)-2-methyl-N-((R)-1-(1-(tetrahydro-2H-pyran-4-carbonyl)indol-5-yl)ethyl)propane-2-sulfinylamine